Cl.COC([C@@H](N)CCCCNC(=O)OCC1C2=CC=CC=C2C2=CC=CC=C12)=O N'-Fmoc-L-lysine methyl ester hydrochloride salt